C(C)C=1N=C(C2=C(N1)SC(=C2)C)NCCCC2=CC=C(C=C2)C2=CC=C(C=C2)OC 2-ethyl-N-(3-(4'-methoxy-[1,1'-biphenyl]-4-yl)propyl)-6-methylthieno[2,3-d]pyrimidin-4-amine